[Cl-].[N+]12(CCCC1)C=C1N(C=C2)CC=N1 spiro[imidazo[1,2-a]pyrazine-7,1'-pyrrolidin]-1'-ium chloride